1-((1H-indol-5-yl)sulfonyl)-N-(2-fluorophenyl)-1H-pyrrole-3-carboxamide N1C=CC2=CC(=CC=C12)S(=O)(=O)N1C=C(C=C1)C(=O)NC1=C(C=CC=C1)F